CC1=C(C(=CC(=C1)OCC)C)O 2,6-Dimethyl-4-ethoxy-phenol